C(C)OC(C(=O)C1=C(C(=CN1C)C(=O)OC)C)=O methyl 5-(2-ethoxy-2-oxoacetyl)-1,4-dimethyl-1H-pyrrole-3-carboxylate